(1S,5S)-(2-methyl-2,6-diazabicyclo[3.2.0]heptan-3-yl)-1,3-dihydro-2H-imidazo[4,5-c]piperidin-2-one CN1[C@H]2CN[C@H]2CC1N1C(NC=2CNCCC21)=O